racemic-tert-butyl (((2R*,3S*)-5-chloro-3-hydroxy-2-(pyridin-2-yl)-4-(4,4,5,5-tetramethyl-1,3,2-dioxaborolan-2-yl)-2,3-dihydrobenzofuran-2-yl)methyl)carbamate ClC=1C=CC2=C([C@@H]([C@](O2)(C2=NC=CC=C2)CNC(OC(C)(C)C)=O)O)C1B1OC(C(O1)(C)C)(C)C |r|